N,N,5,11-tetraphenyl-5,9-dihydro-5,9-diaza-13b-boranaphtho[3,2,1-de]anthracene-3-amine C1(=CC=CC=C1)N(C1=CC=2N(C=3C=CC=C4NC=5C=C(C=CC5B(C34)C2C=C1)C1=CC=CC=C1)C1=CC=CC=C1)C1=CC=CC=C1